vinylvaleric acid C(=C)C(C(=O)O)CCC